C(C)(=O)NC=1C=C(C=CC1OC)S(=O)O 3-acetamido-4-methoxybenzenesulfinic acid